ClC=1N=CC2=C(N1)CN(C2)C(=O)OC(C)(C)C tert-Butyl 2-chloro-5H,6H,7H-pyrrolo[3,4-d]pyrimidine-6-carboxylate